O=S1(CC(CC1)NC(C1=C(C=CC(=C1)C(F)(F)F)NC1=C(C=C(C=C1)F)C)=O)=O N-(1,1-dioxidotetrahydrothiophen-3-yl)-2-((4-fluoro-2-methylphenyl)-amino)-5-(trifluoromethyl)-benzamide